ClC1=CC=C(C=C1)C(=O)N1C(C=2N(CC1)C(=NN2)C2=NC(=NS2)C2CC2)C2COC2 (4-Chlorophenyl)(3-(3-cyclopropyl-1,2,4-thiadiazol-5-yl)-8-(oxetan-3-yl)-5,6-dihydro-[1,2,4]triazolo[4,3-a]pyrazin-7(8H)-yl)methanone